ClC1=C(C=CC=2N=C(OC21)CC)B2OC(C(O2)(C)C)(C)C 7-chloro-2-ethyl-6-(4,4,5,5-tetramethyl-1,3,2-dioxaborolan-2-yl)benzo[d]oxazole